iron bis(2-ethylhexanoate) C(C)C(C(=O)[O-])CCCC.C(C)C(C(=O)[O-])CCCC.[Fe+2]